1-[[2-(difluoro-methoxy)pyridin-4-yl]methyl]-3-[(1-fluoro-cyclobutyl)methyl]urea FC(OC1=NC=CC(=C1)CNC(=O)NCC1(CCC1)F)F